C(#N)C(C)(C)C1=CC(=NC=C1)C(=O)NC=1C(=C(C(=CC1)C)C=1C=NC2=CC(=NC=C2C1)N(C(OC(C)(C)C)=O)C)F tert-butyl (3-(3-(4-(2-cyanopropan-2-yl)picolinamido)-2-fluoro-6-methylphenyl)-1,6-naphthyridin-7-yl)(methyl)carbamate